[C@H](C)(CC)[C@@H]1N(CC2=C(NC1=O)C=CC=C2)C=2C(C(C2OCC)=O)=O 3-((S)-3-((S)-sec-butyl)-2-oxo-1,2,3,5-tetrahydro-4H-benzo[e][1,4]diazepin-4-yl)-4-ethoxycyclobut-3-ene-1,2-dione